C(=O)(O)CCC1=CC(=C(OCCOCCCOC2=C(C=C(C=C2Cl)C=2OC3=C(N2)C=CC(=C3)C(=O)O)Cl)C(=C1)Cl)Cl 2-[4-[3-[2-[4-(2-carboxyethyl)-2,6-dichloro-phenoxy]ethoxy]propoxy]-3,5-dichloro-phenyl]-1,3-benzoxazole-6-carboxylic acid